(((2R,7aS)-2-fluorotetrahydro-1H-pyrrolizin-7a(5H)-yl)methoxy)quinoline-3-carbonitrile F[C@@H]1C[C@@]2(CCCN2C1)COC1=NC2=CC=CC=C2C=C1C#N